5-acetamido-2-bromobenzoic acid C(C)(=O)NC=1C=CC(=C(C(=O)O)C1)Br